NC1[C@@H]2N(C(=C(CS2)CSC=2OC=CC2)C(=O)O)C1=O 7-amino-3-(2-furylthiomethyl)-3-cephem-4-carboxylic acid